ethyl (R)-6-(1-methoxyethyl)imidazo[1,2-a]pyridine-2-carboxylate CO[C@H](C)C=1C=CC=2N(C1)C=C(N2)C(=O)OCC